cis-6-((3-(4-fluoro-2H-1,2,3-triazol-2-yl)-4-(trifluoromethyl)phenyl)carbamoyl)-3-(trifluoromethyl)-6-azabicyclo[3.1.1]heptane-1-carboxylic acid FC1=NN(N=C1)C=1C=C(C=CC1C(F)(F)F)NC(=O)N1C2CC(CC1(C2)C(=O)O)C(F)(F)F